C(C=C)(=O)N1CC(C1)C1=C2N(N=C1)C(=C(N2)C2=CC=C(C=C2)OC2=C(C=CC=C2)OC)C(=O)N 7-(1-acryloylazetidin-3-yl)-2-(4-(2-methoxyphenoxy)phenyl)-1H-imidazo[1,2-b]Pyrazole-3-carboxamide